COC=1C=2N(C=C(C1)C1=CC3=C(N(C(N3)=O)C3CCN(CC3)CCC)C=C1)N=CN2 5-(8-methoxy-[1,2,4]triazolo[1,5-a]pyridin-6-yl)-1-(1-propylpiperidin-4-yl)-1,3-dihydro-2H-benzo[d]imidazol-2-one